(2E,2'E)-2,2'-(1-(1-(3-methoxypropyl)-2,5-dimethyl-1H-pyrrol-3-yl)propane-1,2-diylidene)bis(N-methylhydrazine-1-carbothioamide) COCCCN1C(=C(C=C1C)\C(\C(\C)=N\NC(NC)=S)=N/NC(NC)=S)C